NC=1NC(C(=C(N1)N)CC(=O)NC=1C=C(C(=NC1)C(=O)N[C@H](C(=O)O)CCC1=NN=NN1)F)=O (2S)-2-({5-[2-(2,4-diamino-6-oxo-1,6-dihydropyrimidin-5-yl)acetamido]-3-fluoropyridin-2-yl}formamido)-4-(1H-1,2,3,4-tetrazol-5-yl)butanoic acid